N1CCC2(CC1)OC1=C(C2N)C=CC=C1 3H-spiro[benzofuran-2,4'-piperidin]-3-amine